F[C@H]1CN(CCC1)CCCCC(=O)O 5-[(3R)-3-fluoropiperidin-1-yl]pentanoic acid